2-(1-(4-((3-methoxyphenyl)amino)-5-oxo-5,6-dihydropyrimido[4,5-d]pyridazin-2-yl)piperidin-4-yl)acetonitrile COC=1C=C(C=CC1)NC1=NC(=NC=2C=NNC(C21)=O)N2CCC(CC2)CC#N